N-(2-benzoyl-5-sulfamoyl-1,2,3,4-tetrahydroisoquinolin-7-yl)-2-(2-chlorophenyl)acetamide C(C1=CC=CC=C1)(=O)N1CC2=CC(=CC(=C2CC1)S(N)(=O)=O)NC(CC1=C(C=CC=C1)Cl)=O